1,4-dicarbonyl-thiosemicarbazide C(=O)=NNC(=S)N=C=O